CC1=CC(=NN1C1=CC2=C(C(C(O2)(F)F)(F)F)C=C1)N1CCNCC1 1-[5-methyl-1-(2,2,3,3-tetrafluorobenzofuran-6-yl)pyrazol-3-yl]piperazine